3-(2-decyl-1,3-dioxolan-4-yl)-1-(4-methoxyphenyl)propan-1-one C(CCCCCCCCC)C1OCC(O1)CCC(=O)C1=CC=C(C=C1)OC